CSCCN (methylthio)ethylamine